2-(4-acetylphenyl)-9,11-dibromo-10-hydroxy-7,7-dimethyl-5,12b-dihydro-1H,7H-chromeno[4,3-c][1,2,4]triazolo[1,2-a]Pyridazine C(C)(=O)C1=CC=C(C=C1)N1CN2N(CC=C3C2C=2C=C(C(=C(C2OC3(C)C)Br)O)Br)C1